CC(CCC)N1C(C2C3C=CC(C2C1=O)C3)=O 4-(1-methylbutyl)-4-aza-tricyclo[5.2.1.02,6]-8-decene-3,5-dione